5,7-di-tert-butyl-2-(2-tetrahydrofuryl)benzo[d]oxazole C(C)(C)(C)C=1C=C(C2=C(N=C(O2)C2OCCC2)C1)C(C)(C)C